N-((3S,4R)-1-acetyl-4-((6-(2,6-dichloro-3,5-dimethoxyphenyl)-8-(methyl-amino)pyrido[3,4-d]pyrimidin-2-yl)amino)pyrrolidin-3-yl)acrylamide C(C)(=O)N1C[C@@H]([C@@H](C1)NC=1N=CC2=C(N1)C(=NC(=C2)C2=C(C(=CC(=C2Cl)OC)OC)Cl)NC)NC(C=C)=O